ClC1=C(C=C2C=C(N=CC2=C1)NC(=O)C1C(C1)(C)C)C1CCN(CC1)C1(COCC1O)C N-(7-chloro-6-(1-(4-hydroxy-3-methyltetrahydrofuran-3-yl)piperidin-4-yl)isoquinolin-3-yl)-2,2-dimethylcyclopropane-1-carboxamide